4-methacryloxy-4'-bromobenzophenone C(C(=C)C)(=O)OC1=CC=C(C(=O)C2=CC=C(C=C2)Br)C=C1